4-(furan-2-yl)-9-(β-D-ribofuranosyl)-9H-pyrido[4',3':4,5]pyrrolo[2,3-d]pyrimidine O1C(=CC=C1)C=1C2=C(N=CN1)N(C1=C2C=CN=C1)[C@H]1[C@H](O)[C@H](O)[C@H](O1)CO